rac-(R)-6-(3,3-difluoro-4-hydroxypyrrolidin-1-yl)quinoline-4-carboxylic acid tert-butyl ester C(C)(C)(C)OC(=O)C1=CC=NC2=CC=C(C=C12)N1CC([C@@H](C1)O)(F)F |r|